C(C)(=O)[O-].[Fe+2].C(C)(=O)[O-] iron (ii) acetate